FC1=C(C=CC=C1)[C@@H]1CC[C@H]2OC3(C(N21)=O)CCN(CC3)C3=NC=C(C=N3)C#N 2-((5'S,7a'R)-5'-(2-fluorophenyl)-3'-oxotetrahydro-3'H-spiro[piperidine-4,2'-pyrrolo[2,1-b]oxazol]-1-yl)pyrimidine-5-carbonitrile